C1=C(C=CC=2SC3=C(C21)C=CC=C3)C3=C2C=CC=CC2=C(C2=CC=CC=C32)C3=CC=C(C#N)C=C3 4-(10-(dibenzo[b,d]thiophene-2-yl)anthracene-9-yl)benzonitrile